tert-Butyl 3-(7-(thiazol-2-yl)-5-(2,2,2-trifluoro-1-hydroxyethyl)benzo[d]oxazol-2-yl)-3,9-diazabicyclo[3.3.1]nonane-9-carboxylate S1C(=NC=C1)C1=CC(=CC=2N=C(OC21)N2CC1CCCC(C2)N1C(=O)OC(C)(C)C)C(C(F)(F)F)O